P(OC1=CC=C(C=C1)CCCCCCCC)(OC1=CC=C(C=C1)CCCCCCCC)OC1=CC=C(C=C1)CCCCCCCC tri(4-octylphenyl) phosphite